ethyl cis-2-(3-bromo-4-fluorobenzyl)-3-((methylsulfonyl)amino)piperidine-1-carboxylate BrC=1C=C(C[C@@H]2N(CCC[C@@H]2NS(=O)(=O)C)C(=O)OCC)C=CC1F